3-oxo-cyclobutanecarboxamide O=C1CC(C1)C(=O)N